N[C@H](C)C=1C(=NC=CN1)C=1SC(=CN1)C(=O)OC |r| Methyl (rac)-2-{3-[1-aminoethyl] pyrazin-2-yl}-1,3-thiazole-5-carboxylate